C(C)(C)(C)C1=CC(=C(C=C1Cl)C=1NC2=CC=NC(=C2C(C1)=O)C1=C(N=C(O1)C(=O)OCC)C)C ethyl 5-[2-(4-tert-butyl-5-chloro-2-methyl-phenyl)-4-oxo-1H-1,6-naphthyridin-5-yl]-4-methyl-oxazole-2-carboxylate